ClC=1SC(=C(C1S(=O)(=O)OCC(C)C)P(Cl)Cl)Cl isobutyl 2,5-dichloro-4-(dichlorophosphino)-3-thiophenesulfonate